3-(1-(piperidin-4-ylmethyl)-1H-pyrazol-4-yl)quinoxaline-5-carbonitrile N1CCC(CC1)CN1N=CC(=C1)C=1C=NC=2C=CC=C(C2N1)C#N